C1(CCCCC1)NC1=CC=CC=2C(C3=C(C=CC=C3C(C12)=O)NC1CCCCC1)=O 1,5-dicyclohexylaminoanthraquinone